9,9-dimethyl-N-phenylfluorene-2-amine CC1(C2=CC=CC=C2C=2C=CC(=CC12)NC1=CC=CC=C1)C